C1(=CC=CC=C1)[SiH2]C#CCC(C)(C)C phenyl-(trimethylbutynyl)silane